N-[(6-Amino-2-pyridyl)sulfonyl]-5-(4-isopropylphenyl)-2-(2,2,4-trimethylpyrrolidin-1-yl)pyridin-3-carboxamid NC1=CC=CC(=N1)S(=O)(=O)NC(=O)C=1C(=NC=C(C1)C1=CC=C(C=C1)C(C)C)N1C(CC(C1)C)(C)C